BrC1=C(C2=C(OCCN2C(=O)OC(C)(C)C)N=C1)C1CC1 tert-butyl 7-bromo-8-cyclopropyl-1H,2H,3H-pyrido[2,3-b][1,4]oxazine-1-carboxylate